5-bromo-2-iodo-3-pyridinamine BrC=1C=C(C(=NC1)I)N